FC1=C(C=CC(=C1)C(F)(F)F)C1=NC(=NC2=NC(=C(N=C12)C)C)[C@H]1C[C@H](OCC1)C1=CC=CC(N1C)=O 6-((2S,4R)-4-(4-(2-fluoro-4-(trifluoromethyl)phenyl)-6,7-dimethylpteridin-2-yl)tetrahydro-2H-pyran-2-yl)-1-methylpyridin-2(1H)-one